(+)-alpha-amino-3-methoxycarbonyl-5-methylisoxazole-4-propionic acid NC(C(=O)O)CC=1C(=NOC1C)C(=O)OC